tert-butyl (2R,5S)-5-(4-bromobenzyl)-2-(fluoromethyl)morpholine-4-carboxylate BrC1=CC=C(C[C@H]2CO[C@H](CN2C(=O)OC(C)(C)C)CF)C=C1